C(#N)C=1C=C2C(C(C(OC2=CC1)(C)C)O)N(S(=O)(=O)CC)C N-(6-Cyano-3-hydroxy-2,2-dimethyl-3,4-dihydrochromen-4-yl)-N-methylethanesulfonamide